9-hydroxymethyl-2,7-bis(3-carboxypropyl)fluorene OCC1C2=CC(=CC=C2C=2C=CC(=CC12)CCCC(=O)O)CCCC(=O)O